8-((2S,5R)-2,5-Dimethyl-4-((1-methyl-1H-1,2,3-triazol-4-yl)methyl)piperazin-1-yl)-5-methyl-6-oxo-5,6-dihydro-1,5-naphthyridin-2-carbonitril C[C@@H]1N(C[C@H](N(C1)CC=1N=NN(C1)C)C)C1=CC(N(C=2C=CC(=NC12)C#N)C)=O